ClC1=CC(=C(C=C1)[C@@]1(OC2=C(O1)C=CC=C2C2CCN(CC2)CC=2N(C(=C(N2)C)\C=C(\C(=O)OCC)/F)C[C@H]2OCC2)C)F ethyl (Z)-3-(2-((4-((S)-2-(4-chloro-2-fluorophenyl)-2-methylbenzo[d][1,3]dioxol-4-yl)piperidin-1-yl)methyl)-4-methyl-1-(((S)-oxetan-2-yl)methyl)-1H-imidazol-5-yl)-2-fluoroacrylate